5-chloro-2-{[(3R,4S)-3-fluoro-1-methanesulfonylpiperidin-4-yl]amino}-7-(3-methylbutan-2-yl)pyrrolo[2,1-f][1,2,4]triazine-6-carbonitrile ClC=1C(=C(N2N=C(N=CC21)N[C@@H]2[C@@H](CN(CC2)S(=O)(=O)C)F)C(C)C(C)C)C#N